(7S,10S,13S)-7,10-dimethyl-6,9,12-trioxo-3-oxa-5,8,11-triazatetradecane C[C@@H](C(NCOCC)=O)NC([C@@H](NC(CC)=O)C)=O